C(#N)[C@H]1N(CCC1)C(CN1C[C@H](CC1)NC(=O)C1=COC2=C1C=C(C=C2)F)=O N-((S)-1-(2-((S)-2-Cyanopyrrolidin-1-yl)-2-oxoethyl)pyrrolidin-3-yl)-5-fluorobenzofuran-3-carboxamid